(1,3-bis(trifluoromethyl)phenyl)phenylketone FC(C1(CC(=CC=C1)C(F)(F)F)C(=O)C1=CC=CC=C1)(F)F